ClC1=C(CCN[C@@H]2C=C([C@@H]([C@@H]([C@H]2O)O)O)COC(F)F)C=CC(=C1)Cl (1S,2S,3S,6R)-6-((2,4-dichlorophenethyl)amino)-4-((difluoromethoxy)methyl)cyclohex-4-ene-1,2,3-triol